1-(3-ethyl-5-methyl-3H-imidazo[4,5-b]pyridin-2-yl)-2,2,2-trifluoro-1-(4-fluorophenyl)ethanol Isopropyl-(5-(7-fluoro-4-oxo-3,4-dihydrophthalazin-1-yl)-1H-benzimidazol-2-yl)carbamate C(C)(C)N(C(=O)OC(C(F)(F)F)(C1=CC=C(C=C1)F)C1=NC=2C(=NC(=CC2)C)N1CC)C1=NC2=C(N1)C=CC(=C2)C2=NNC(C1=CC=C(C=C21)F)=O